C(C)C(COP(OCC(CCCC)CC)=O)CCCC di-(2-ethylhexyl)phosphonic acid